C(C)(=O)N1CC(CCC1)C#CC=1C=CC(=C(C1)C1=C(C(=O)N)C=CC=C1OC)N1C[C@@H](N(CC1)C)C (5-((1-acetylpiperidin-3-yl)ethynyl)-2-((S)-3,4-dimethylpiperazin-1-yl)phenyl)-3-methoxybenzamide